C(CCC)C1=NC2(C(N1CC=1C=CC(=C3COCC13)C1=C(C=CC=C1)S(=O)(=O)NC1=NOC(=C1Cl)C)=O)CCCC2 2-(7-((2-butyl-4-oxo-1,3-diazaspiro[4.4]non-1-en-3-yl)methyl)-1,3-dihydroisobenzofuran-4-yl)-N-(4-chloro-5-methylisoxazol-3-yl)benzenesulfonamide